4-[5-(aminomethyl)pyrimidin-2-yl]-3-(2-methyl-6-pyrrolidin-1-ylpyrimidin-4-yl)sulfanylbenzonitrile NCC=1C=NC(=NC1)C1=C(C=C(C#N)C=C1)SC1=NC(=NC(=C1)N1CCCC1)C